(S)-6-[3-(4-Boc-1-piperazinyl)propoxy]-N-[2-(2-cyanopyrrolidinyl)-2-oxoethyl]quinoline-4-carboxamide C(=O)(OC(C)(C)C)N1CCN(CC1)CCCOC=1C=C2C(=CC=NC2=CC1)C(=O)NCC(=O)N1[C@@H](CCC1)C#N